FC1=C(C=CC(=C1N)[N+](=O)[O-])NCC1=C(C=C(C=C1)C(F)(F)F)F 2-Fluoro-N1-(2-fluoro-4-(trifluoromethyl)benzyl)-4-nitrobenzene-1,3-diamine